CC=1N=C(NC1C)C1=NC(=CC=C1)N1NC(C=C1)=CO 2-(4,5-dimethyl-1H-imidazole-2-yl)-6-(3-hydroxymethylene-1H-pyrazol-1-yl)pyridine